CC1([C@H]2CNC[C@H]12)C (1S,5S)-6,6-dimethyl-3-aza-bicyclo[3.1.0]hexane